bis(4-hydroxy-3,5-dibromo-phenyl)acetic acid n-butyl ester C(CCC)OC(C(C1=CC(=C(C(=C1)Br)O)Br)C1=CC(=C(C(=C1)Br)O)Br)=O